C1(CCCC1)C1=C(C=C(COC=2C=C3C=CN(C3=C(C2)C)C(CC)O)C=C1)C(F)(F)F (5-((4-cyclopentyl-3-(trifluoromethyl)benzyl)oxy)-7-methyl-1H-indol-1-yl)propan-1-ol